tert-butyl 4-(3-cyanopyridine-4-carbonyl)-3,3-dimethylpiperazine-1-carboxylate C(#N)C=1C=NC=CC1C(=O)N1C(CN(CC1)C(=O)OC(C)(C)C)(C)C